3-(2-aminoethyl)-1,2-benzisothiazole NCCC1=NSC2=C1C=CC=C2